2-Cyclopropyl-N-[(4-fluorophenyl)-methyl]-4-methyl-6-morpholin-4-yl-pyridine-3-carboxylic acid amide C1(CC1)C1=NC(=CC(=C1C(=O)NCC1=CC=C(C=C1)F)C)N1CCOCC1